N-{4-[(phenylcarbamoyl)amino]phenyl}furan-3-carboxamide C1(=CC=CC=C1)NC(=O)NC1=CC=C(C=C1)NC(=O)C1=COC=C1